2-((5,6-dihydro-4H-cyclopenta[d]thiazol-2-yl)amino)-N-(2-methoxyethyl)-1-methyl-1H-benzo[d]imidazole-5-carboxamide S1C(=NC2=C1CCC2)NC2=NC1=C(N2C)C=CC(=C1)C(=O)NCCOC